tert-Butyl-5-hydroxy-6-(5H-imidazo[4,3-a]isoindol-5-yl)-2-azaspiro[3.4]octan-2-carboxylat C(C)(C)(C)OC(=O)N1CC2(C1)C(C(CC2)C2N1C(C3=CC=CC=C23)=CN=C1)O